FC1=C(COC2=CC=CC(=N2)C2CCN(CC2)CC2=NC3=C(N2C)C=C(C=C3)C(=O)O)C=CC(=C1)C(F)(F)F 2-{[4-(6-{[2-fluoro-4-(trifluoromethyl)benzyl]oxy}pyridin-2-yl)piperidin-1-yl]methyl}-1-methyl-1H-benzimidazole-6-carboxylic acid